pentamethylcyclopentadienyl-(1-sec-butylindenyl)hafnium CC1=C(C(=C(C1([Hf]C=1C(C2=CC=CC=C2C1)C(C)CC)C)C)C)C